N[C@@H](CCO)C(=O)O homoSerine